3-[7-fluoro-2-(hydroxymethyl)inden-5-yl]oxyazetidine-1-carboxylic acid tert-butyl ester C(C)(C)(C)OC(=O)N1CC(C1)OC=1C=C2C=C(CC2=C(C1)F)CO